6-((6-Acetamidopyridin-3-yl)Methyl)-N-(3-Fluoro-5-(Trifluoromethyl)Phenyl)-4,5,6,7-Tetrahydrothieno[2,3-c]Pyridin-3-Carboxamid C(C)(=O)NC1=CC=C(C=N1)CN1CC2=C(CC1)C(=CS2)C(=O)NC2=CC(=CC(=C2)C(F)(F)F)F